[4-(trifluoromethyl)phenyl]methanol FC(C1=CC=C(C=C1)CO)(F)F